FC([C@@H](CCC(N1CCN(CC1)C1=NC=C(C=N1)C(F)(F)F)=O)NC=1C=C(C(NN1)=O)C(F)(F)F)F (R)-6-((1,1-difluoro-5-oxo-5-(4-(5-(trifluoromethyl)pyrimidin-2-yl)piperazin-1-yl)pentan-2-yl)amino)-4-(trifluoromethyl)pyridazin-3(2H)-one